(8-Fluoro-2-(tetrahydro-2H-pyran-4-yl)quinazolin-6-yl)methanol FC=1C=C(C=C2C=NC(=NC12)C1CCOCC1)CO